1-(5-(5-methyl-1,2,4-oxadiazol-3-yl)-2,3-dihydro-1H-inden-1-yl)-3-(pyridazin-3-yl)urea CC1=NC(=NO1)C=1C=C2CCC(C2=CC1)NC(=O)NC=1N=NC=CC1